3-(piperidin-4-ylmethyl)-1,2-oxazole-5-carboxylic acid methyl ester hydrochloride Cl.COC(=O)C1=CC(=NO1)CC1CCNCC1